NC1[C@@H]2CN(C[C@H]12)C(=O)C=1C=C(C=2N(C1)C=C(N2)C2CC2)C ((1R,5S,6s)-6-amino-3-azabicyclo[3.1.0]hexan-3-yl)(2-cyclopropyl-8-methylimidazo[1,2-a]pyridin-6-yl)methanone